ethyl (2-bromo-6-nitrophenyl)glycinate BrC1=C(C(=CC=C1)[N+](=O)[O-])NCC(=O)OCC